SC1=CC=C(C=C1)B(O)O.[B] boron 4-mercaptophenylboronic acid